(S)-2-((methoxy-d3)methyl)-2-methyl-4-(Methyl-d3)-1,2,4,7-tetrahydro-3H-pyrrolo[3',2':5,6]pyrido[3,4-b]pyrazin-3-one C(OC[C@@]1(NC2=C(N(C1=O)C([2H])([2H])[2H])C=NC1=C2C=CN1)C)([2H])([2H])[2H]